C(C)(=O)OC[C@@H]1OC2=C(C3=C(N=C(S3)C3=C4N=CC(=NC4=CC(=C3)C)OC(F)F)C(=C2)F)OC1 (R)-(2-(2-(difluoromethoxy)-7-methylquinoxalin-5-yl)-4-fluoro-7,8-dihydro-[1,4]dioxino[2',3':3,4]benzo[1,2-d]thiazol-7-yl)methyl acetate